[Pd](Cl)Cl.C1(=CC=CC=C1)P([C-]1C=CC=C1)C1=CC=CC=C1.[C-]1(C=CC=C1)P(C1=CC=CC=C1)C1=CC=CC=C1.[Fe+2] [1,1'-Bis(diphenylphosphino)ferrocene] palladium(II) dichloride